5-amino-2-(2H-1,2,3-triazol-2-yl)nicotinic acid NC=1C=NC(=C(C(=O)O)C1)N1N=CC=N1